C(C)(C)(C)[Si](C)(C)OC(CC=C)C1=C(C=CC=C1)F t-butyl-((1-(2-fluorophenyl)but-3-en-1-yl)oxy)dimethylsilane